4,4'-bis(diphenylvinyl)biphenyl C1(=CC=CC=C1)C(=CC1=CC=C(C=C1)C1=CC=C(C=C1)C=C(C1=CC=CC=C1)C1=CC=CC=C1)C1=CC=CC=C1